F[Si](C(C(F)(F)F)(F)F)(C(C(F)(F)F)(F)F)C(C(F)(F)F)(F)F perfluorotriethyl-monosilane